C(C)S(=O)C=1C=C(C=NC1C1=NC2=C(C=NC(=C2)C(F)(F)F)N1C)OC(C#N)(C)C 2-[[5-ethylsulfinyl-6-[3-methyl-6-(trifluoromethyl)imidazo[4,5-c]pyridin-2-yl]-3-pyridyl]oxy]-2-methyl-propanenitrile